2-[3-(DIMETHYLAMINO)PHENOXY]PROPANOIC ACID CN(C=1C=C(OC(C(=O)O)C)C=CC1)C